tert-butyl (2R,5S)-5-[6-(2,2,2-trifluoroethoxy)pyridine-3-amido]-2-{5-[2-(trifluoromethoxy)ethoxy]-1,3,4-oxadiazol-2-yl}piperidine-1-carboxylate FC(COC1=CC=C(C=N1)C(=O)N[C@H]1CC[C@@H](N(C1)C(=O)OC(C)(C)C)C=1OC(=NN1)OCCOC(F)(F)F)(F)F